(RS)-5-fluoro-2,3-dimethyl-4-(1,2,3,4-tetrahydroisoquinolin-8-yl)-1H-indole-7-carboxamide TFA salt OC(=O)C(F)(F)F.FC=1C(=C2C(=C(NC2=C(C1)C(=O)N)C)C)C=1C=CC=C2CCNCC12